NC1=C(N=C(S1)C1=C(C=CC=C1)F)C(=O)NCC1=C(C=CC=C1)C(F)(F)F 5-amino-2-(2-fluorophenyl)-N-(2-(trifluoromethyl)benzyl)thiazole-4-carboxamide